[Na+].C(CCCCCCC)S(=O)(=O)[O-] 1-octanesulphonic acid sodium salt